C(N)(O[C@@H]1[C@H](NC([C@H]1C)=O)C=1C=C(C=CC1)C)=O |r| (rac-(2R,3S,4S)-4-methyl-5-oxo-2-(m-tolyl) pyrrolidin-3-yl) carbamate